2-(3,3-dimethylpiperazin-1-yl)-N-[5-(4-fluorophenoxy)pyridine-2-yl]propanamide CC1(CN(CCN1)C(C(=O)NC1=NC=C(C=C1)OC1=CC=C(C=C1)F)C)C